5-hydroxy-3-methylproline OC1CC([C@H](N1)C(=O)O)C